ClC1=CN(C2=NC=CC(=C21)OC2=C(C=C(C=C2F)NC(=S)NCC2(CCCC2)CO)F)COCC[Si](C)(C)C N-{4-[(3-chloro-1-{[2-(trimethylsilyl)ethoxy]methyl}-1H-pyrrolo[2,3-b]pyridin-4-yl)oxy]-3,5-difluorophenyl}-N'-{[1-(hydroxymethyl)cyclopentyl]methyl}thiourea